5-[1-(5-amino-2-pyridyl)-3-(trifluoromethyl)pyrazol-4-yl]-N-[3-chloro-4-[6-[[(2S,4R)-4-hydroxyprolyl]amino]-2-azaspiro[3.3]heptane-2-carbonyl]phenyl]-1-methyl-imidazole-2-carboxamide NC=1C=CC(=NC1)N1N=C(C(=C1)C1=CN=C(N1C)C(=O)NC1=CC(=C(C=C1)C(=O)N1CC2(C1)CC(C2)NC([C@H]2NC[C@@H](C2)O)=O)Cl)C(F)(F)F